IC=1C(=NC(N(C1OC)[2H])OC)N 5-iodo-2,6-dimethoxy-pyrimidin-4-amine-1-d